CN(C)C1=CC=C(C=C1)C(=C2C=CC(=[N+](C)C)C=C2)C3=CC=CC=C3.[Cl-] The molecule is an organic chloride salt that is the monochloride salt of malachite green cation. Used as a green-coloured dye, as a counter-stain in histology, and for its anti-fungal properties in aquaculture. It has a role as a fluorochrome, a histological dye, an antifungal drug, a carcinogenic agent, a teratogenic agent, an environmental contaminant and an antibacterial agent. It contains a malachite green cation.